C(C)(C)(C)C1=CC=C(C=C1)SC=1C=C(C(C#N)=CC1)C#N 4-(4-tert-butylphenylthio)phthalonitrile